3-(2-pyridyl)-L-alanine N1=C(C=CC=C1)C[C@H](N)C(=O)O